6-((5-fluoro-6-methoxypyridin-3-yl)methyl)-3,6-diazepine FC=1C=C(C=NC1OC)CN1C=CN=CC=C1